FC(S(=O)(=O)[O-])(F)F.[Li+] lithium trifluoromethaneSulfonate